C(C)(=O)OC1C(OCC1OC(C)=O)COP(=O)(OC1=CC=CC=C1)N[C@H](C(=O)OCC1CC1)C 2-((((((S)-1-(cyclopropylmethoxy)-1-oxopropan-2-yl) amino) (phenoxy) phosphoryl) oxy) methyl)Tetrahydrofuran-3,4-diyl diacetate